N-(5-(benzo[d]oxazol-2-yl)-8-(methylamino)-2,7-naphthyridin-3-yl)propanamide 4-((1,3-di-tert-butylimidazolidin-2-yliden)ammonio)benzoat C(C)(C)(C)N1C(N(CC1)C(C)(C)C)=[NH+]C1=CC=C(C(=O)[O-])C=C1.O1C(=NC2=C1C=CC=C2)C2=C1C=C(N=CC1=C(N=C2)NC)NC(CC)=O